CC1=CC(=CC(C1N)(C)C)C1=CC(=C(N)C=C1)C 3,3',5,5-Tetramethylbenzidine